2-((((1-(5-fluoropyrimidin-2-yl)piperidin-4-yl)methyl)amino)methyl)-7-methoxy-[1,2,4]triazolo[1,5-c]quinazolin-5-amine FC=1C=NC(=NC1)N1CCC(CC1)CNCC1=NN2C(=NC=3C(=CC=CC3C2=N1)OC)N